C(CCCCCCCCCCCCCCCCC)OC[C@@H](OCCCCCCCCCCCCCCCCCC)CO 1,2-di-O-octadecyl-SN-glycerol